O1C=NC=2C(=NC=CC21)N [1,3]oxazolo[4,5-c]pyridin-4-amine